4-(3-(3-Amino-4-methylphenoxy)-5-methylphenyl)-N-ethyl-6-methyl-7-oxo-1-tosyl-6,7-dihydro-1H-pyrrolo[2,3-c]pyridine-2-carboxamide NC=1C=C(OC=2C=C(C=C(C2)C)C=2C3=C(C(N(C2)C)=O)N(C(=C3)C(=O)NCC)S(=O)(=O)C3=CC=C(C)C=C3)C=CC1C